(5S)-2-[(5-Methoxypyridin-2-yl)methyl]-3-oxo-2,3,5,6,7,8-hexahydro[1,2,4]triazolo[4,3-a]pyridine-5-carboxylic acid COC=1C=CC(=NC1)CN1N=C2N([C@@H](CCC2)C(=O)O)C1=O